tert-butyl 5-(p-toluenesulfonyloxy)-2-azabicyclo[2.2.1]heptane-2-carboxylate CC1=CC=C(C=C1)S(=O)(=O)OC1C2CN(C(C1)C2)C(=O)OC(C)(C)C